4-(5-(2,6-dimethylphenoxy)-1-methyl-2-oxo-1,2-dihydropyridin-4-yl)-6-methyl-1-tosyl-2-(2,3,5-trifluorophenyl)-1,6-dihydro-7H-pyrrolo[2,3-c]pyridin-7-one CC1=C(OC=2C(=CC(N(C2)C)=O)C=2C3=C(C(N(C2)C)=O)N(C(=C3)C3=C(C(=CC(=C3)F)F)F)S(=O)(=O)C3=CC=C(C)C=C3)C(=CC=C1)C